FC1=C(C(=CC(=C1)F)F)[C@H]1CC[C@H](CC1)CCNC1CCOCC1 4-((2-((cis)-4-(2,4,6-Trifluorophenyl)cyclohexyl)-ethyl)amino)tetrahydro-2H-pyran